[Al].[Zn].[Ga] gallium zinc aluminum